(E)-4-(trifluoromethoxy)benzamide FC(OC1=CC=C(C(=O)N)C=C1)(F)F